2-(isoquinolin-1-yl)propan-2-amine C1(=NC=CC2=CC=CC=C12)C(C)(C)N